C(CCCCCCCCN)N 1,9-Nonan-diamin